5-(3-(1-benzyl-1H-pyrazol-3-yl)phenyl)nicotinamide C(C1=CC=CC=C1)N1N=C(C=C1)C=1C=C(C=CC1)C=1C=NC=C(C(=O)N)C1